FC1=CC=C(C=C1)CC1=C(N=C(N=N1)C)SC 6-(4-fluorophenylmethyl)-3-methyl-5-(methylthio)-1,2,4-triazine